4-(3-(dimethylamino)propyl)-5,5-di((E)-heptadec-8-en-1-yl)-3,6-dioxopiperazine-2-carboxylic acid ethyl ester C(C)OC(=O)C1NC(C(N(C1=O)CCCN(C)C)(CCCCCCC\C=C\CCCCCCCC)CCCCCCC\C=C\CCCCCCCC)=O